CC1=CC=C2C=NN(C2=C1C1CC(C(CC1)C(=O)OCC)=O)C1OCCCC1 ethyl 4-(6-methyl-1-tetrahydropyran-2-yl-indazol-7-yl)-2-oxo-cyclohexanecarboxylate